2-((2r,3s)-3-amino-1-phenylpiperidin-2-yl)-3-bromo-5-chloro-N-(thiophen-2-ylmethyl)thieno[3,2-b]pyridin-7-amine trifluoroacetate FC(C(=O)O)(F)F.N[C@@H]1[C@@H](N(CCC1)C1=CC=CC=C1)C1=C(C2=NC(=CC(=C2S1)NCC=1SC=CC1)Cl)Br